C1(C=CC(N1)=[Se])=[Se] bis-selenomaleimide